C(C)C1=NC2=CC=C(C(=C2CC1=O)F)CN1CCC(=CC1)C=1C(=NC(=CC1)C(=O)NC([2H])([2H])[2H])F 1'-((2-ethyl-5-fluoro-3-oxo-3,4-dihydroquinolin-6-yl)methyl)-2-fluoro-N-(methyl-d3)-1',2',3',6'-tetrahydro-[3,4'-bipyridine]-6-carboxamide